OC(C)S(=O)(=O)[O-].C(C)[P+](CC)(CC)CC Tetraethylphosphonium Hydroxyethanesulfonate